7-(2-((2-ethyl-4-((1R,4R)-5-(2-hydroxyethyl)-2,5-diazabicyclo[2.2.1]heptan-2-yl)phenyl)amino)-5-(trifluoromethyl)pyrimidin-4-yl)-2,3-dihydro-5H-thieno[3,2-e][1,4]dithiepine 1,1-dioxide C(C)C1=C(C=CC(=C1)N1[C@H]2CN([C@@H](C1)C2)CCO)NC2=NC=C(C(=N2)C2=CC=1S(CCSCC1S2)(=O)=O)C(F)(F)F